COC1=CC(=C(C(=O)N)C=C1)N 4-methoxy-2-aminobenzamide